(1,1-Difluoroethyl)-N-(1,1-dioxido-2,3-dihydrothiophen-3-yl)-2-hydroxyquinoline-3-carboxamide FC(C)(F)C1=C(C(=NC2=CC=CC=C12)O)C(=O)NC1CS(C=C1)(=O)=O